BrC=1C=C(C=NC1)CN1C(=NC2=C1C(=CC(=C2)C(=O)OC)OC)C2=CC=1C(=NC=CC1)N2CCC=C methyl 1-((5-bromopyridin-3-yl)methyl)-2-(1-(but-3-en-1-yl)-1H-pyrrolo[2,3-b]pyridin-2-yl)-7-methoxy-1H-benzo[d]imidazole-5-carboxylate